BrC1=CC(=C(C(=C1C1=CC=C(C=C1)F)F)O)C=O 6-bromo-2,4'-difluoro-3-hydroxy-[1,1'-biphenyl]-4-carbaldehyde